5-(3-Nitrophenyl)-1,3-thiazole [N+](=O)([O-])C=1C=C(C=CC1)C1=CN=CS1